2,2,2-trifluoro-N-((1-isopropyl-3-sulfamoyl-1H-pyrazol-5-yl)methyl)-N-methylacetamide FC(C(=O)N(C)CC1=CC(=NN1C(C)C)S(N)(=O)=O)(F)F